(R)-2-(3-cyanopyrrolidin-1-yl)-N-(2-sulfamoylpyridin-4-yl)-5-(trifluoromethyl)nicotinamide (3S,4S,5R,6R)-6-(2-(diethoxyphosphoryl)ethyl)tetrahydro-2H-pyran-2,3,4,5-tetrayl-tetraacetate C(C)OP(=O)(OCC)CC[C@@H]1[C@@H]([C@H]([C@@H](C(O1)CC(=O)O)CC(=O)O)CC(=O)O)CC(=O)O.C(#N)[C@H]1CN(CC1)C1=C(C(=O)NC2=CC(=NC=C2)S(N)(=O)=O)C=C(C=N1)C(F)(F)F